(1E,3Z)-5-trifluoromethyl-2-phenyl-3-(phenylamino)isoindolin FC(C=1C=C2C(N(CC2=CC1)C1=CC=CC=C1)NC1=CC=CC=C1)(F)F